N1(CCCCC1)C1CCC(CCCC=C1)=O piperidinocyclonon-8-en-4-one